4-amino-3-(4-chlorophenyl)butanoic acid NCC(CC(=O)O)C1=CC=C(C=C1)Cl